(R)-4-((1-(3-amino-5-(trifluoromethyl)phenyl)ethyl)amino)-6-ethyl-2-methyl-6H-[1,4]oxazino[3,2-g]quinazolin-7(8H)-one NC=1C=C(C=C(C1)C(F)(F)F)[C@@H](C)NC1=NC(=NC2=CC3=C(C=C12)N(C(CO3)=O)CC)C